2,5-di-tert-butyl-4-hydroxybenzoic acid 2,4-di-t-butylphenyl ester C(C)(C)(C)C1=C(C=CC(=C1)C(C)(C)C)OC(C1=C(C=C(C(=C1)C(C)(C)C)O)C(C)(C)C)=O